FC=1C(=NC(=NC1)N1CCN(CC1)C(=O)OC(C)(C)C)N1C(=NC=C1/C=N/O)C tert-butyl (E)-4-(5-fluoro-4-(5-((hydroxyimino)methyl)-2-methyl-1H-imidazol-1-yl)pyrimidin-2-yl)piperazine-1-carboxylate